C(C)(=O)C=1C(=C(C=CC1)C1=CC=2C=NN(C(C2CC1)=O)C1=NC=CC=N1)C 6-(3-acetyl-2-methylphenyl)-2-(pyrimidin-2-yl)-7,8-dihydro-phthalazin-1(2H)-one